1-(1-(tert-butoxycarbonyl)piperidin-4-yl)-6-fluoro-4-carbonyl-1,4-dihydroquinoline-2-carboxylic acid ethyl ester C(C)OC(=O)C=1N(C2=CC=C(C=C2C(C1)=C=O)F)C1CCN(CC1)C(=O)OC(C)(C)C